C1(CC1)CN1C2=CC=C(C=C2SC=2C=CC(=CC12)C(=O)NCC1=CC=C(C=C1)S(=O)(=O)CC)OCC 10-(Cyclopropylmethyl)-7-ethoxy-N-(4-(ethylsulfonyl)benzyl)-phenothiazine-2-carboxamide